Methyl 4-{4-[3-({4-[(tert-butoxycarbonyl) amino]-1-methylpyrrol-2-yl}formamido)propanamido]-1-methylimidazole-2-amido}-1-methylpyrrole-2-carboxylate C(C)(C)(C)OC(=O)NC=1C=C(N(C1)C)C(=O)NCCC(=O)NC=1N=C(N(C1)C)C(=O)NC=1C=C(N(C1)C)C(=O)OC